[Cl-].C(CC)#N propionitrile chloride salt